C(#N)CN1N=C(C=C1C)C cyanomethyl-3,5-dimethyl-1H-pyrazole